5-(2,6-diaminopiperazin-1-yl)-2,3-dihydro-1,4-benzodioxine NC1N(C(CNC1)N)C1=CC=CC=2OCCOC21